2-(3,4-dichlorophenyl)-1-(8-pyrrolidin-1-yl-2,3,4,4a,5,7,8,8a-octahydropyrano[3,4-b]pyrazin-1-yl)ethanone ClC=1C=C(C=CC1Cl)CC(=O)N1C2C(NCC1)COCC2N2CCCC2